dodecyl-(4-isopropyl-1-methylcyclohex-2-en-1-yl)sulfane C(CCCCCCCCCCC)SC1(C=CC(CC1)C(C)C)C